N-[[2-fluoro-4-[5-(trifluoromethyl)-1,2,4-oxadiazol-3-yl]phenyl]methyl]-1-tetrahydrofuran-3-yl-methanesulfonamide FC1=C(C=CC(=C1)C1=NOC(=N1)C(F)(F)F)CNS(=O)(=O)CC1COCC1